BrC1=C(C=C2C(C(N(C2=C1)C1CC(C1)(N1CCCCC1)C)=O)(C)C)F 6-bromo-5-fluoro-3,3-dimethyl-1-((1s,3s)-3-methyl-3-(piperidin-1-yl)cyclobutyl)indolin-2-one